8-benzoyl-2-(2,6-difluorobenzyl)-2,8-diazaspiro[4.5]decan-1-one C(C1=CC=CC=C1)(=O)N1CCC2(CCN(C2=O)CC2=C(C=CC=C2F)F)CC1